2,3-dihydroxyphenylmethyl ketone OC1=C(C=CC=C1O)CC(=O)CC1=C(C(=CC=C1)O)O